6-(8-phenyl-6-azaspiro[3.4]octane-6-carbonyl)pyrimidin-2(1H)-one C1(=CC=CC=C1)C1CN(CC12CCC2)C(=O)C2=CC=NC(N2)=O